C(C#C)OC1=CC=C(C=C1)N[C@@H](CC1=CC=CC=C1)C(=O)O 4-propargyloxyphenylphenylalanine